C(CCC)C1=C(C(=C(C(N1)=O)S(=O)(=O)C1=NC=C(C=C1)C1=C(C=C(C=C1)F)C)O)C1=C(C=CC=C1OC)OC 6-butyl-5-(2,6-dimethoxyphenyl)-3-((5-(4-fluoro-2-methylphenyl)pyridin-2-yl)sulfonyl)-4-hydroxypyridin-2(1H)-one